(±)-1-(methoxymethyl)-5-(2,2,2-trifluoroethoxy)-1,2,3,4-tetrahydroisoquinoline COC[C@@H]1NCCC2=C(C=CC=C12)OCC(F)(F)F |r|